COC=1C=C(C=CC1N(C(CC)=O)C)C1=CC=C(C=C1)C(=O)NCC=1C=NC=CC1 3'-methoxy-4'-(N-methylpropanamido)-N-(pyridin-3-ylmethyl)-[1,1'-biphenyl]-4-carboxamide